7-fluoro-6-(perfluorophenyl)-4-(prop-2-yn-1-yl)-2H-benzo[b][1,4]oxazin FC=1C(=CC2=C(OCCN2CC#C)C1)C1=C(C(=C(C(=C1F)F)F)F)F